(R)-methyl (2-(5-(3-aminopiperidine-1-carbonyl)-7-methoxy-1-methyl-1H-benzo[d]imidazol-2-yl)-1-(cyclopropylmethyl)-1H-pyrrolo[2,3-b]pyridin-6-yl)carbamate N[C@H]1CN(CCC1)C(=O)C1=CC2=C(N(C(=N2)C2=CC=3C(=NC(=CC3)NC(OC)=O)N2CC2CC2)C)C(=C1)OC